isocyanato acetate C(C)(=O)ON=C=O